BrC1=C(C=CC(=C1)C(N)=N)C1=CC(=CC=C1)OC bromo-3'-methoxy-[1,1'-biphenyl]-4-carboximidamide